4-((2R,3R,4S,5R)-3-(3,4-difluoro-2-methoxyphenyl)-4,5-dimethyl-5-(trifluoromethyl)tetrahydrofuran-2-carboxamido)picolinamide FC=1C(=C(C=CC1F)[C@@H]1[C@@H](O[C@]([C@H]1C)(C(F)(F)F)C)C(=O)NC1=CC(=NC=C1)C(=O)N)OC